NC=1NC(=C(N1)C(=O)O)C(=O)O amino-imidazole-4,5-dicarboxylic acid